FC=1C=CC=2N(C(C(=C(N2)C(F)(F)F)C=2C=NN(C2)CCC(F)(F)F)=O)C1 7-fluoro-2-(trifluoromethyl)-3-[1-(3,3,3-trifluoropropyl)-1H-pyrazol-4-yl]-4H-pyrido[1,2-a]pyrimidin-4-one